hydroxymethyl-4'-hydroxyazobenzene OCC1=C(C=CC(=C1)O)N=NC1=CC=CC=C1